C(C)N1C2=C([C@@H]([C@@H](C1=O)NS(=O)(=O)C1=CC(=CC=C1)C(F)(F)F)C1=CC=C(C=C1)F)C(=NN2C2=CC=CC=C2)C N-[(4S,5S)-7-ethyl-4-(4-fluorophenyl)-3-methyl-6-oxo-1-phenyl-1H,4H,5H,6H,7H-pyrazolo[3,4-b]pyridin-5-yl]-3-(trifluoromethyl)benzene-1-sulfonamide